CCC(CC)N1N=CC(=C1)C=1C=2N(C=C(N1)C=1C=NN(C1)[C@@H]1[C@@H](CCC1)O)N=CC2 (1R,2S)-2-(4-(4-(1-(pentan-3-yl)-1H-pyrazol-4-yl)pyrazolo[1,5-a]pyrazin-6-yl)-1H-pyrazol-1-yl)cyclopentanol